N-α-benzoyl-DL-arginine-p-nitroanilide C1=CC=C(C=C1)C(=O)NC(CCCN=C(N)N)C(=O)NC2=CC=C(C=C2)[N+](=O)[O-].Cl